C(C)NS(=O)(=O)C1=C(C=CC(=C1)NC=1NC(=CN1)C)C1=CN=C(S1)[C@@H]1CC[C@H](CC1)NC(OC(C)C)=O isopropyl trans-N-[4-[5-[2-(ethylsulfamoyl)-4-[(5-methyl-1H-imidazol-2-yl)amino]phenyl]thiazol-2-yl]cyclohexyl]carbamate